C1(=C(C=CC=CC=C1)C(=O)O)C(=O)O cycloocta-1,3,5,7-tetraene-1,2-dicarboxylic acid